C(CCC)OC(=O)N1CCC2(CC(C2)CN)CC1.COC(C(C)OC1=CC(=NC=C1)Br)=O.NCCC[Si](OCCOC)(OCCOC)OCCOC aminopropyltris(2-methoxyethoxy)silane methyl-2-((2-bromopyridin-4-yl)oxy)propanoate butyl-2-(aminomethyl)-7-azaspiro[3.5]nonane-7-carboxylate